(3R)-1-{2-[1-(cyclopropylmethyl)-6-[4-(3-methoxyazetidine-1-carbonyl)piperidin-1-yl]-1H-indol-2-yl]-4-methoxy-3-methylpyrazolo[1,5-a]pyridine-6-carbonyl}piperidin-3-amine C1(CC1)CN1C(=CC2=CC=C(C=C12)N1CCC(CC1)C(=O)N1CC(C1)OC)C1=NN2C(C(=CC(=C2)C(=O)N2C[C@@H](CCC2)N)OC)=C1C